ClC1=CC=C(C=C1)C=1N=C2N(C(C1)=O)C=C(C=C2)N2CCNCC2 2-(4-chlorophenyl)-7-(piperazin-1-yl)-4H-pyrido[1,2-a]pyrimidin-4-one